3-[2-Amino-5-[2-[1-[(4-methoxyphenyl)methoxy]ethyl]-6-methyl-4-pyridyl]thiazol-4-yl]benzonitrile NC=1SC(=C(N1)C=1C=C(C#N)C=CC1)C1=CC(=NC(=C1)C)C(C)OCC1=CC=C(C=C1)OC